N-[(1S)-1-[4-(4-cyclopropylimidazol-1-yl)phenyl]ethyl]thieno[2,3-d]pyrimidin-4-amine C1(CC1)C=1N=CN(C1)C1=CC=C(C=C1)[C@H](C)NC=1C2=C(N=CN1)SC=C2